C1(CC1)C(=O)NC1=CC(=C(N=N1)C(=O)NC([2H])([2H])[2H])NC1=C(C(=CC(=C1)F)C=1N=NC(=CC1)C(C)(C)O)OC 6-(cyclopropanecarboxamido)-4-((5-fluoro-3-(6-(2-hydroxypropan-2-yl)pyridazin-3-yl)-2-methoxyphenyl)amino)-N-(methyl-d3)pyridazine-3-carboxamide